ClC=1C2=C(N=CN1)CCN(C2)C(=O)OC(C)(C)C tert-butyl 4-chloro-7,8-dihydropyrido[4,3-d]pyrimidine-6(5H)-carboxylate